N[C@@H]1[C@@H](OCC12CCN(CC2)C=2N=CC(=NC2)SC2=CC=NC1=C2OCC2N1C(OC2)=O)C 4-((5-((3S,4S)-4-amino-3-methyl-2-oxa-8-azaspiro[4.5]decan-8-yl)pyrazin-2-yl)thio)-6a,7-dihydro-6H,9H-oxazolo[3,4-d]pyrido[3,2-b][1,4]oxazin-9-one